3-{5-[2-(5-chloro-2-oxospiro[indoline-3,4'-piperidin]-1'-yl)ethoxy]-1-oxo-2-isoindolinyl}-2,6-piperidinedione ClC=1C=C2C(=CC1)NC(C21CCN(CC1)CCOC=1C=C2CN(C(C2=CC1)=O)C1C(NC(CC1)=O)=O)=O